CC1(OB(OC1(C)C)C=1C=NN(C1)C1(COC1)CC#N)C 2-{3-[4-(4,4,5,5-tetramethyl-1,3,2-dioxaborolan-2-yl)-1H-pyrazol-1-yl]oxetan-3-yl}acetonitrile